Di-tert-butyl 2,2'-(((6-(6-(5-(2-(((4-nitrophenyl)sulfonyl)oxy)ethoxy)pyridin-2-yl)-1,2,4,5-tetrazin-3-yl)pyridin-3-yl) methyl) azanediyl)diacetate [N+](=O)([O-])C1=CC=C(C=C1)S(=O)(=O)OCCOC=1C=CC(=NC1)C1=NN=C(N=N1)C1=CC=C(C=N1)CN(CC(=O)OC(C)(C)C)CC(=O)OC(C)(C)C